4-(hexahydropyrrolo[1,2-a]-pyrimidin-1-ylmethyl)-benzoic acid butyl ester C(CCC)OC(C1=CC=C(C=C1)CN1C2N(CCC1)CCC2)=O